C(C)(C)(C)OC(=O)N1CC(CC1)C(CO)O 3-(1,2-dihydroxyethyl)pyrrolidine-1-carboxylic acid tert-butyl ester